ClC1=C(C=C(C=C1)F)C1=CNC(C2=CC(=CC(=C12)NC(C1=CC(=CC(=C1)C(F)(F)F)F)=O)C=1C=NN(C1)C1CC1)=O N-(4-(2-chloro-5-fluorophenyl)-7-(1-cyclopropyl-1H-pyrazol-4-yl)-1-oxo-1,2-dihydroisoquinolin-5-yl)-3-fluoro-5-(trifluoromethyl)benzamide